FC(=C(Cl)Cl)Cl perfluorotrichloroethylene